Tert-butyl 3-methyl-3-(1-methylpiperidin-4-yl)pyrrolidine-1-carboxylate CC1(CN(CC1)C(=O)OC(C)(C)C)C1CCN(CC1)C